COC=1C=C(C=CC1C)NC(=O)N1CCC(CC1)N1C(NC2=CC=CC=C2C1)=O N-(3-methoxy-4-methylphenyl)-4-(2-oxo-1,2-dihydroquinazolin-3(4H)-yl)piperidine-1-carboxamide